(8-(3,4-dichlorophenyl)-3,8-diazabicyclo[3.2.1]octane-3-carbonyl)-6-methoxyquinolin-2(1H)-one ClC=1C=C(C=CC1Cl)N1C2CN(CC1CC2)C(=O)N2C(C=CC1=CC(=CC=C21)OC)=O